Methyl 2-(4-((2-((4-cyano-2-fluorophenoxy)methyl)pyrimidin-4-yl)oxy)-2-fluorophenyl)acetate C(#N)C1=CC(=C(OCC2=NC=CC(=N2)OC2=CC(=C(C=C2)CC(=O)OC)F)C=C1)F